COC=1C=C(C=CC1)N1N=CC=2C(C1=O)=C(N(C2C)C2=CC(=CC=C2)OC)C 2,6-bis(3-methoxyphenyl)-5,7-dimethyl-2,6-dihydro-1H-pyrrolo[3,4-d]pyridazin-1-one